S1C=NC=C1C1=CC=CC(=N1)C(=O)OCC ethyl 6-(thiazol-5-yl)picolinate